(+/-)-[2-({4-[(3-cyclopropyl-1H-pyrrolo[2,3-b]pyridin-4-yl)oxy]-3,5-difluorophenyl}amino)-5-methyl-5,6-dihydro-4H-1,3-oxazin-5-yl]methanol C1(CC1)C1=CNC2=NC=CC(=C21)OC2=C(C=C(C=C2F)NC=2OC[C@@](CN2)(C)CO)F |r|